cyclobutyl cyanate C1(CCC1)OC#N